P(O)(O)=O.FC(OC=1C=C(C=C(C1)OC(F)(F)F)C1=C(C(=C2C=CC=CC2=C1)C1=CC(=CC2=CC=CC=C12)C1=CC(=CC(=C1)OC(F)(F)F)OC(F)(F)F)O)(F)F R-3,3'-bis(3,5-bistrifluoromethoxyphenyl)-1,1'-binaphthol phosphonate